C(CCC)C1=C(C2=C(N(C(=N2)OC)C(=O)N)C=C1)OC Butyl-2,4-dimethoxy-1H-benzo[d]imidazole-1-carboxamide